9,10-bis(trimethylsilylethynyl)anthracene (8-(oxazole-2-carbonyl)-8-azabicyclo[3.2.1]oct-3-yl)carbamate O1C(=NC=C1)C(=O)N1C2CC(CC1CC2)NC(O)=O.C[Si](C)(C)C#CC=2C1=CC=CC=C1C(=C1C=CC=CC21)C#C[Si](C)(C)C